tert-butyl (3R,4R)-3-((7-chloro-8-fluoro-2-(((2R,7aS)-2-fluorotetrahydro-1H-pyrrolizin-7a(5H)-yl)methoxy)pyrido[4,3-d]pyrimidin-4-yl)(methyl)amino)-4-methylpyrrolidine-1-carboxylate ClC1=C(C=2N=C(N=C(C2C=N1)N([C@H]1CN(C[C@H]1C)C(=O)OC(C)(C)C)C)OC[C@]12CCCN2C[C@@H](C1)F)F